(R)-N-(4-methyl-3-(((R)-1-(naphthalen-1-yl)ethyl)carbamoyl)phenyl)piperidine-2-carboxamide 4-methylbenzenesulfonate CC1=CC=C(C=C1)S(=O)(=O)O.CC1=C(C=C(C=C1)NC(=O)[C@@H]1NCCCC1)C(N[C@H](C)C1=CC=CC2=CC=CC=C12)=O